cerium Fluoride [F-].[Ce+3].[F-].[F-]